CC1=CC(=CC2=C1N=C(S2)NC(=O)C2=NN(C(=CC2=O)C)C2=CC=CC=C2)C N-(4,6-dimethylbenzo[d]thiazol-2-yl)-6-methyl-4-oxo-1-phenyl-1,4-dihydropyridazine-3-carboxamide